(R)-7-chloro-2-(2-(2,5-difluorophenyl)pyrrolidin-1-yl)-8-(1-(piperidin-4-yl)-1H-pyrazol-4-yl)-1,5-naphthyridine ClC1=CN=C2C=CC(=NC2=C1C=1C=NN(C1)C1CCNCC1)N1[C@H](CCC1)C1=C(C=CC(=C1)F)F